N6-(cyclopropylmethyl)-N6-methyl-4-phenyl-2,7-naphthyridine-1,6-diamine C1(CC1)CN(C=1C=C2C(=CN=C(C2=CN1)N)C1=CC=CC=C1)C